2,5-dibromoethylbenzene CCC1=C(C=CC(=C1)Br)Br